[W]=O.[Cr] chromium-tungsten oxide